CN(CCCCCCCCCCCCCCCCCCCCCCCCCCCCCCCCC)C 3-(Dimethylamino)propyltriacontan